(3-glycidoxypropyl)tripropoxysilane C(C1CO1)OCCC[Si](OCCC)(OCCC)OCCC